methyl (S)-3-(9-((4-(aminomethyl)-2,6-dimethylphenyl)carbamoyl)-4,5-dihydrobenzo[b]thieno[2,3-d]oxepin-8-yl)-6-(2-carbamoylpyrrolidine-1-carbonyl)picolinate NCC1=CC(=C(C(=C1)C)NC(=O)C1=CC2=C(OCCC3=C2SC=C3)C=C1C=1C(=NC(=CC1)C(=O)N1[C@@H](CCC1)C(N)=O)C(=O)OC)C